CN1CCC(CC1)C=1C=CC=2N(C1)C=CN2 6-(1-methylpiperidin-4-yl)imidazo[1,2-a]pyridine